2-phenyl-3,4-dihydroquinoline-1(2H)-carboxylic acid C1(=CC=CC=C1)C1N(C2=CC=CC=C2CC1)C(=O)O